ClC=1C(=NC=C(C1[C@@H](C)OC=1C=C2C(=NNC2=CC1)C=1C=NN(C1)C1CCN(CC1)C1COC1)Cl)C 5-[(1R)-1-(3,5-dichloro-2-methyl-4-pyridyl)ethoxy]-3-[1-[1-(oxetan-3-yl)-4-piperidyl]pyrazol-4-yl]-1H-indazole